1,1-dibenzyl-3-(p-tolyl)urea CC1=CC=C(C=C1)NC(=O)N(CC2=CC=CC=C2)CC3=CC=CC=C3